2-(3-methyl-2,6-dioxo-3-piperidinyl)isoindoline-1,3-dione CC1(C(NC(CC1)=O)=O)N1C(C2=CC=CC=C2C1=O)=O